N-methoxy-N-methyl-2-((1,1,1-trifluoro-2-methylpropan-2-yl)oxy)acetamide CON(C(COC(C(F)(F)F)(C)C)=O)C